C(OCCOC1=CC(=C(C=C1)[N+](=O)[O-])N)(OC(C)(C)C)=O 2-(3-amino-4-nitro-phenoxy)ethyl tert-butyl carbonate